O1C(=NN=C1)C=1C=C(C=NC1)C=1C=C(C=CC1)O 3-(5-(1,3,4-oxadiazol-2-yl)pyridin-3-yl)phenol